bis(2-hydroxyethyl) naphthalenedicarboxylate C=1(C(=CC=C2C=CC=CC12)C(=O)OCCO)C(=O)OCCO